C1(CCCC1)OC(CS(F)(F)(F)(F)F)(C)C1=CC=CC=C1 (2-(Cyclopentyloxy)-2-phenylpropyl)pentafluoro-λ6-sulfan